(6-(4-methylpiperazin-1-yl)pyridin-2-yl)methyl (1-hydroxy-7-methyl-1,3-dihydrobenzo[c][1,2]oxaborole-6-carbonyl)-L-valinate OB1OCC2=C1C(=C(C=C2)C(=O)N[C@@H](C(C)C)C(=O)OCC2=NC(=CC=C2)N2CCN(CC2)C)C